ClC1=NC=CC(=N1)C#CC=1N=C(N(C1C)C=1C=NC(=CC1)C)C(=O)N 4-((2-Chloropyrimidin-4-yl)ethynyl)-5-methyl-1-(6-methylpyridin-3-yl)-1H-imidazole-2-carboxamide